6-[1-(1-methylazetidin-3-yl)pyrazol-4-yl]pyrido[2,3-d]pyrimidin-7-one CN1CC(C1)N1N=CC(=C1)C1C=C2C(N=CN=C2)=NC1=O